N-(4-(N-(5-Methylisoxazol-3-yl)sulfamoyl)phenyl)acetamide CC1=CC(=NO1)NS(=O)(=O)C1=CC=C(C=C1)NC(C)=O